α-phenyl-γ-valerolactone C1(=CC=CC=C1)C1C(=O)OC(C1)C